CN1C=NC=2C1=C1C(=NC2NC)SC(=N1)C=1C=C(C=CC1)[C@@H](C)NC(C1=C(C=CC=C1)S(=O)(=O)C)=O N-[(1R)-1-[3-[8-methyl-5-(methylamino)-8H-imidazo[4,5-d]thiazolo[5,4-b]pyridin-2-yl]phenyl]ethyl]-2-(methylsulfonyl)benzamide